2,4-dimethyl-5-nitro-benzoic acid CC1=C(C(=O)O)C=C(C(=C1)C)[N+](=O)[O-]